5-[2-(Dimethylamino)ethoxy]-2-nitro-N-phenylbenzenamine CN(CCOC=1C=CC(=C(C1)NC1=CC=CC=C1)[N+](=O)[O-])C